C(C)C1=CC=C(C=N1)C=O 6-ETHYL-3-PYRIDINECARBOXALDEHYDE